(bromodifluoromethyl) (2-phenoxyethyl) selenide O(C1=CC=CC=C1)CC[Se]C(F)(F)Br